C[C@]12CC[C@H]3[C@@H](CC[C@H]4[C@H]([C@@H](O[C@@H]([C@@]34OO1)O2)CC(=O)N)C)C [(1R,4S,5R,8S,9R,10S,12R,13R)-1,5,9-trimethyl-11,14,15,16-tetraoxatetracyclo[10.3.1.04,13.08,13]hexadecan-10-yl]acetamide